(3-(2-fluoroethyl)bicyclo[1.1.1]pentan-1-yl)acetamide FCCC12CC(C1)(C2)CC(=O)N